4-(4-fluoropiperidin-1-carbonyl)-N-(2-hydroxy-2-methylpropyl)thiazole-2-carboxamide FC1CCN(CC1)C(=O)C=1N=C(SC1)C(=O)NCC(C)(C)O